tetraaminophenyl-magnesium NC=1C(=C(C(=C(C1)[Mg])N)N)N